FC=1C(=C(C=CC1F)C1=C(O[C@](C1)(C(F)(F)F)C)C(=O)OCC)OC |r| ethyl rac-3-(3,4-difluoro-2-methoxyphenyl)-5-methyl-5-(trifluoromethyl)-4,5-dihydrofuran-2-carboxylate